C(CCCCCCC\C=C/CCCCCCCC)(=O)NCCS(=O)(=O)O.BrC=1C=CC2=C(C(=NCC(N2)=S)C2=NC=CC=C2F)C1Cl 7-bromo-6-chloro-5-(3-fluoro-2-pyridyl)-1,3-dihydro-1,4-benzodiazepine-2-thione OLEOYL-TAURATE